ClC=1C=C(C=C2C=C(N=CC12)NC(=O)[C@H]1[C@H](C1)F)C=1C(=NC(=NC1)C(=O)NC)C |r| (±)-5-[8-chloro-3-[(cis-2-fluorocyclopropanecarbonyl)amino]-6-isoquinolinyl]-N,4-dimethyl-pyrimidine-2-carboxamide